BrC=1C(=CC=2N=CN=C(C2N1)NC1=C(C(=C(C=C1)Cl)Cl)F)F 6-bromo-N-(3,4-dichloro-2-fluoro-phenyl)-7-fluoro-pyrido[3,2-d]pyrimidin-4-amine